NC1=CC=C(C(=C1C(=O)N(C)CCN(C)C)F)C=1C(=C2C(=NC1)NC[C@@]21C[C@](CC1)(C)C#N)Cl 6-Amino-3-((1S,3R)-4'-chloro-3-cyano-3-methyl-1',2'-dihydrospiro[cyclopentane-1,3'-pyrrolo[2,3-b]pyridin]-5'-yl)-N-(2-(dimethylamino)ethyl)-2-fluoro-N-methylbenzamide